BrC1=CC(=C(C(=O)O)C=C1)C1CCCC1 4-Bromo-2-cyclopentylbenzoic Acid